NC1=C(C#N)C(=CC=C1N)Br 2,3-diamino-6-bromobenzonitrile